FC1=C(CNC(=O)C=2SC(=NN2)CCCCC=2SC(=NN2)C(NCC2=NC=CC(=C2)C(F)(F)F)=O)C=C(C=C1)OC N-(2-Fluoro-5-methoxybenzyl)-5-(4-(5-(((4-(trifluoromethyl)pyridin-2-yl)methyl)carbamoyl)-1,3,4-thiadiazol-2-yl)butyl)-1,3,4-thiadiazole-2-carboxamide